6-(4-(4-Fluorophenyl)-1-methyl-1H-imidazol-5-yl)-1H-indazole FC1=CC=C(C=C1)C=1N=CN(C1C1=CC=C2C=NNC2=C1)C